1-methyl-2,2,5,5-tetrapropyl-1-Aza-2,5-disilacyclopentane CN1[Si](CC[Si]1(CCC)CCC)(CCC)CCC